NC1=NC=2C=C(C(=CC2C2=C1C=NN2C)C(=O)N(C2COC1=NC(=CC=C12)C(F)(F)F)CC(F)(F)F)F 4-amino-7-fluoro-1-methyl-N-(2,2,2-trifluoroethyl)-N-(6-(trifluoromethyl)-2,3-dihydrofuro[2,3-b]pyridin-3-yl)-1H-pyrazolo[4,3-c]quinolin-8-carboxamide